phosphoric acid tri-o-toluate C=1(C(=CC=CC1)C(=O)O)C.C=1(C(=CC=CC1)C(=O)O)C.C=1(C(=CC=CC1)C(=O)O)C.P(O)(O)(O)=O